2-(6-((R)-3-Aminopyrrolidin-1-yl)-4-methylpyridin-2-yl)-4-(2-fluoro-6-methoxyphenyl)-2,3-dihydro-1H-pyrrolo[3,4-c]pyridin-1-one N[C@H]1CN(CC1)C1=CC(=CC(=N1)N1CC=2C(=NC=CC2C1=O)C1=C(C=CC=C1OC)F)C